rac-6-bromo-2,3-dihydrofuro[3,2-b]pyridin-3-ol BrC=1C=C2C(=NC1)[C@H](CO2)O |r|